ClCCC1=C(C=CC=C1OCCCN1CCOCC1)C1=CC=CC=C1 2-chloro-2'-ethyl-3'-(3-morpholinopropoxy)-[1,1'-biphenyl]